BrC1=CC=CC2=C1N(N=N2)COCC[Si](C)(C)C 2-[(7-bromobenzotriazol-1-yl)methoxy]ethyl-trimethyl-silane